2-(4-chlorophenoxy)-N-((3S,4S,6S)-4-fluoro-6-(5-(3-cis-(trifluoromethoxy)cyclobutyl)-1,3,4-oxadiazol-2-yl)tetrahydro-2H-pyran-3-yl)acetamide ClC1=CC=C(OCC(=O)N[C@H]2CO[C@@H](C[C@@H]2F)C=2OC(=NN2)C2(CCC2)OC(F)(F)F)C=C1